ClC1=C(C=CC=C1)NC(=O)NC1=CC(=CC(=C1)C1=NNC2=NC=C(C=C21)C2=CC(=CC=C2)S(=O)(=O)C)F 1-(2-chlorophenyl)-3-(3-fluoro-5-(5-(3-(methylsulfonyl)phenyl)-1H-pyrazolo[3,4-b]pyridin-3-yl)phenyl)urea